1-bromo-2-chloro-4-(cyclopropylethynyl)benzene BrC1=C(C=C(C=C1)C#CC1CC1)Cl